NC1=C(C=C(N=N1)C1=C(C=CC=C1)O)N1CC2CCC(C1)N2C2=CC(=NC=C2)C#CCN2CC(C2)N2CCOCC2 2-[6-amino-5-[8-[2-[3-(3-morpholinoazetidin-1-yl)prop-1-ynyl]-4-pyridinyl]-3,8-diazabicyclo[3.2.1]oct-3-yl]pyridazin-3-yl]phenol